FC=1C=C(C=C(C1)C(F)(F)F)NC(=O)[C@H]1[C@H]2C[C@@H]([C@@H]([C@@H]1C=1C(=NN(C1)C)C(F)(F)F)O2)O |r| rac-(1r,2r,3s,4r,5s)-N-(3-fluoro-5-(trifluoromethyl)phenyl)-5-hydroxy-3-(1-methyl-3-(trifluoromethyl)-1H-pyrazol-4-yl)-7-oxabicyclo[2.2.1]heptane-2-carboxamide